N[C@](C(=O)O)(CO)C (S)-2-amino-3-hydroxy-2-methylpropanoic acid